FC1=C(C(=O)NC2=C(C3=C(N(C(=N3)C)C)C=C2)N2[C@H]3CN([C@@H](C2)C3)C(=O)OC(C)(C)C)C=CN=C1C1=C(C=CC=C1OC)F tert-butyl (1R,4R)-5-(5-(3-fluoro-2-(2-fluoro-6-methoxyphenyl)isonicotinamido)-1,2-dimethyl-1H-benzo[d]imidazol-4-yl)-2,5-diazabicyclo[2.2.1]heptane-2-carboxylate